BrC1=CC=C(S1)C(=O)NC1CC(COC1)N1C(=NC2=C1C=C(C(=C2)C(=O)NC)F)C2=NC=CC=C2 1-(5-(5-bromothiophene-2-carboxamido)tetrahydro-2H-pyran-3-yl)-6-fluoro-N-methyl-2-(pyridin-2-yl)-1H-benzo[d]imidazole-5-carboxamide